FS(C1=CC=C(C=C1)I)(F)(F)(F)F pentafluoro(4-iodophenyl)-λ6-sulfane